(S)-2-((((9H-fluoren-9-yl)methoxy)carbonyl)amino)-3-(1,5-dimethyl-1H-pyrrolo[2,3-b]pyridin-2-yl)propanoic acid C1=CC=CC=2C3=CC=CC=C3C(C12)COC(=O)N[C@H](C(=O)O)CC1=CC=2C(=NC=C(C2)C)N1C